(S)-N-((R)-(3-chloro-4-fluorophenyl)((trans)-4-(trifluoromethyl)cyclohexyl)methyl)-2-oxooxazolidine-5-carboxamide ClC=1C=C(C=CC1F)[C@H](NC(=O)[C@@H]1CNC(O1)=O)[C@@H]1CC[C@H](CC1)C(F)(F)F